N-(4-bromo-2,6-dimethylbenzyl)tetrahydro-2H-pyran-4-sulfonamide BrC1=CC(=C(CNS(=O)(=O)C2CCOCC2)C(=C1)C)C